C(C)OS(=O)(=O)O.C(C)N1C(N(C=C1)C)C 1-ethyl-2,3-dimethylimidazole ethylsulfate